oxybis-(N-methyl-phthalimide) O(C1=C2C(C(=O)N(C2=O)C)=CC=C1)C1=C2C(C(=O)N(C2=O)C)=CC=C1